ClCC(=O)OC(C)(C)C tertbutyl chloroacetate